BrC=1C=C2C(=NC1)N=NN2COCC[Si](C)(C)C 6-bromo-1-((2-(trimethylsilyl)ethoxy)methyl)-1H-[1,2,3]triazolo[4,5-b]pyridine